6-(6-(((6-methoxypyridin-3-yl) methyl)-3,6-diazabicyclo[3.1.1]hept-3-yl) pyridin-3-yl)-1H-pyrazolo[3',4':3,4]pyrazolo[1,5-a]pyridin-6-yl trifluoromethanesulfonate FC(S(=O)(=O)OC1(C=CC=2N(C1)N=C1C2C=NN1)C=1C=NC(=CC1)N1CC2(NC(C1)C2)CC=2C=NC(=CC2)OC)(F)F